COC=1C=C(C2=C(N=C(N=C2)S(=O)(=O)C)N1)C#C[Si](C(C)C)(C(C)C)C(C)C 7-methoxy-2-(methylsulfonyl)-5-((triisopropylsilyl)ethynyl)pyrido[2,3-d]pyrimidine